tert-Butyl (3-methoxybicyclo[3.1.0]hexan-6-yl)carbamate COC1CC2C(C2C1)NC(OC(C)(C)C)=O